2-chloro-9-(1-naphthyl)-10-phenylanthracene ClC1=CC2=C(C3=CC=CC=C3C(=C2C=C1)C1=CC=CC=C1)C1=CC=CC2=CC=CC=C12